4-[3-(4-Bromo-2,6-dichlorobenzoyl)-2,4-dihydro-1,3-benzoxazin-8-yl]-5-fluoro-2-morpholin-4-ylbenzoic acid BrC1=CC(=C(C(=O)N2COC3=C(C2)C=CC=C3C3=CC(=C(C(=O)O)C=C3F)N3CCOCC3)C(=C1)Cl)Cl